(R)-2-((2-(3-Aminopiperidin-1-yl)-1H-benzo[d]imidazol-1-yl)methyl)-5-chlorobenzonitril N[C@H]1CN(CCC1)C1=NC2=C(N1CC1=C(C#N)C=C(C=C1)Cl)C=CC=C2